1,2-bis(di-tert-butyl-phosphinomethyl)ferrocene C(C)(C)(C)C([C-]1C(=CC=C1)C(P)(C(C)(C)C)C(C)(C)C)(P)C(C)(C)C.[CH-]1C=CC=C1.[Fe+2]